ClC=1C=NC(=NC1)OC1=C(C=C(C=C1)C=1C=C(C=CC1)CC(CC(=O)OCC)=O)F ethyl 4-(3-{4-[(5-chloropyrimidin-2-yl) oxy]-3-fluorophenyl} phenyl)-3-oxobutanoate